4-(1-(2,2-Diphenylethyl)piperidin-4-yl)phenyl ((5-fluoro-2,4-dioxo-3,4-dihydropyrimidin-1(2H)-yl)methyl) carbonate C(OC1=CC=C(C=C1)C1CCN(CC1)CC(C1=CC=CC=C1)C1=CC=CC=C1)(OCN1C(NC(C(=C1)F)=O)=O)=O